ClC1=CC=C(C=C1)C=1C(=NC=NC1C=1C(=NN(C1)CC1=CC=C(C=C1)C(F)(F)F)C(F)(F)F)N 5-(p-Chlorophenyl)-6-[3-(trifluoromethyl)-1-{[p-(trifluoromethyl)phenyl]methyl}-1H-pyrazol-4-yl]-4-pyrimidinylamine